C(C1=CC=CC=C1)OCCCC(=O)N[C@H](CC1=CC(=CC=C1)C(F)(F)F)C(=O)OC methyl N-[4-(benzyloxy)butanoyl]-3-(trifluoromethyl)-D-phenylalaninate